5-(3-(4-(6-fluorobenzo[d]isoxazol-3-yl)piperidin-1-yl)propanoyl)-N,N-dimethylindoline-1-carboxamide FC1=CC2=C(C(=NO2)C2CCN(CC2)CCC(=O)C=2C=C3CCN(C3=CC2)C(=O)N(C)C)C=C1